methyl (1r,4r)-4-(3-(3-(1-(o-tolyl)cyclopropyl)-1,2,4-oxadiazol-5-yl)-5,6-dihydrocyclopenta[c]pyrazol-1(4H)-yl)cyclohexane-1-carboxylate C1(=C(C=CC=C1)C1(CC1)C1=NOC(=N1)C=1C2=C(N(N1)C1CCC(CC1)C(=O)OC)CCC2)C